(R)-2-amino-5-phenylpentanoic acid N[C@@H](C(=O)O)CCCC1=CC=CC=C1